BrC=1C=CC(=C(C1)C(CC1=C(C=C(C=N1)C1(CC1)C#N)S(=O)(=O)CC)=O)O 1-[6-[2-(5-bromo-2-hydroxy-phenyl)-2-oxo-ethyl]-5-ethylsulfonyl-3-pyridyl]cyclopropanecarbonitrile